3-butyne-1,4-diol C(CC#CO)O